CC1=NC2=C(N1)C=CC(=C2)C2=C1CN(C(C1=CC=C2)=O)CC(C#N)=C 2-{[4-(2-methyl-1H-1,3-benzodiazol-5-yl)-1-oxo-2,3-dihydro-1H-isoindol-2-yl]methyl}prop-2-enenitrile